C(#N)C1CCC2=CC=C(C=C12)NC1=CC(=NN1C(C)(C)C)[C@@H]1C[C@@H](CC1)C1=C(C=CC(=C1)[N+](=O)[O-])OC(=O)[O-] (1R,3S)-3-{5-[(3-cyano-2,3-dihydro-1H-inden-5-yl)amino]-1-(2-methylprop-2-yl)pyrazol-3-yl}cyclopentyl[(4-nitrophenyl)oxy]methanoate